(R)-2-(6-chloro-8-cyanoimidazo[1,2-a]pyridin-2-yl)-N-(3-cyclopropyl-1H-pyrazol-5-yl)propanamide ClC=1C=C(C=2N(C1)C=C(N2)[C@H](C(=O)NC2=CC(=NN2)C2CC2)C)C#N